BrC1=C(NC2CCC(CC2)NC(OC(C)(C)C)=O)C=C(C=C1)C(=O)NN tert-butyl {(1r,4r)-4-[2-bromo-5-(hydrazinecarbonyl)anilino]cyclohexyl}carbamate